tert-butyl 4-[5-nitro-6-(pyridazin-4-ylamino)-2-pyridyl]piperazine-1-carboxylate [N+](=O)([O-])C=1C=CC(=NC1NC1=CN=NC=C1)N1CCN(CC1)C(=O)OC(C)(C)C